N-[(4-bromo-3-nitrophenyl)methyl]-2-cyclopropyl-N-[2-(trifluoromethyl)pyridin-3-yl]pyrimidine-5-carboxamide BrC1=C(C=C(C=C1)CN(C(=O)C=1C=NC(=NC1)C1CC1)C=1C(=NC=CC1)C(F)(F)F)[N+](=O)[O-]